ClC=1C=CC(=NC1)COC1=NN=C(S1)NC(=O)C=1C(=NC2=CC=CN=C2C1)C1=C(C=CC=C1)OC N-(5-((5-chloropyridin-2-yl)methoxy)-1,3,4-thiadiazol-2-yl)-2-(2-methoxyphenyl)-1,5-naphthyridine-3-carboxamide